Methyl ((4-(4-((2-cyclopropyl-1H-imidazol-1-yl)methyl)phenyl)-2-isobutylthiazol-5-yl)sulfonyl)carbamate C1(CC1)C=1N(C=CN1)CC1=CC=C(C=C1)C=1N=C(SC1S(=O)(=O)NC(OC)=O)CC(C)C